N1C=NC2=NC=C(C=C21)C=2N=C1C(=NC2)NC(CN1CCC1CCOCC1)=O 6-(1H-imidazo[4,5-b]pyridin-6-yl)-4-(2-(tetrahydro-2H-pyran-4-yl)ethyl)-3,4-dihydropyrazino[2,3-b]pyrazin-2(1H)-one